(2-(2,4-dioxotetrahydropyrimidin-1(2H)-yl)-4-fluoropyridin-3-yl)methyl methanesulfonate CS(=O)(=O)OCC=1C(=NC=CC1F)N1C(NC(CC1)=O)=O